(quinolin-5-yl)nicotinamide N1=CC=CC2=C(C=CC=C12)C1=C(C(=O)N)C=CC=N1